(1r,4r)-4-((6-chloro-5-(4'-((2-(2-hydroxyethoxy)ethoxy)methyl)-[1,1'-biphenyl]-4-yl)-1H-benzo[d]imidazol-2-yl)oxy)cyclohexane-1-carboxylic acid ClC=1C(=CC2=C(NC(=N2)OC2CCC(CC2)C(=O)O)C1)C1=CC=C(C=C1)C1=CC=C(C=C1)COCCOCCO